Lysine-13C6 N[13C@@H]([13CH2][13CH2][13CH2][13CH2]N)[13C](=O)O